CN1N=C(C=2N=C(NC(C21)=O)C=2C=C(C=CC2OCCC)S(=O)(=O)NCCC2N(CCC2)C)CCC 3-(1-methyl-7-oxo-3-propyl-6,7-dihydro-1H-pyrazolo[4,3-d]pyrimidin-5-yl)-N-[2-(1-methylpyrrolidin-2-yl)ethyl]-4-propoxy-benzenesulfonamide